Di-tert-butyl (((((1,3-phenylenebis(methylene))bis(azanediyl))bis(propane-3,1-diyl))bis(azanediyl))bis(propane-3,1-diyl))dicarbamate C1(=CC(=CC=C1)CNCCCNCCCNC(OC(C)(C)C)=O)CNCCCNCCCNC(OC(C)(C)C)=O